(3R,6S,8aS)-N-[(1S)-1-cyano-2-[(3S)-2-oxopyrrolidin-3-yl]ethyl]-5-oxo-6-(2,2,2-trifluoroethylamino)-2,3,6,7,8,8a-hexahydrothiazolo[3,2-a]pyridine-3-carboxamide C(#N)[C@H](C[C@H]1C(NCC1)=O)NC(=O)[C@@H]1CS[C@@H]2N1C([C@H](CC2)NCC(F)(F)F)=O